(3R,5S)-1-((R)-2-(3-(2-bromoethoxy)isoxazol-5-yl)-3-methylbutanoyl)-5-(((S)-1-(4-(4-methylthiazol-5-yl)phenyl)ethyl)carbamoyl)pyrrolidin-3-yl isobutyrate C(C(C)C)(=O)O[C@H]1CN([C@@H](C1)C(N[C@@H](C)C1=CC=C(C=C1)C1=C(N=CS1)C)=O)C([C@H](C(C)C)C1=CC(=NO1)OCCBr)=O